(4-(4-Acetylphenylthio)phenyl)-sulfonium C(C)(=O)C1=CC=C(C=C1)SC1=CC=C(C=C1)[SH2+]